(R)-4-(5-(3,5-dimethylisoxazol-4-yl)-1-((trans)-4-methoxycyclohexyl)-1H-benzo[d]imidazol-2-yl)oxazolidine-2-thione CC1=NOC(=C1C1=CC2=C(N(C(=N2)[C@H]2NC(OC2)=S)[C@@H]2CC[C@H](CC2)OC)C=C1)C